(S)-2-((4-(6-((3-Methylpyrazolo[1,5-a]pyridin-5-yl)methoxy)pyridin-2-yl)piperidin-1-yl)Methyl)-1-((oxetan-2-yl)methyl)-1H-benzo[d]imidazole-6-carboxylic acid tert-butyl ester C(C)(C)(C)OC(=O)C=1C=CC2=C(N(C(=N2)CN2CCC(CC2)C2=NC(=CC=C2)OCC2=CC=3N(C=C2)N=CC3C)C[C@H]3OCC3)C1